FC=1C=C(OC2=CC=C(C=C2)NC(OCC=2C(=C3C(N(CC3=CC2)C2C(NC(CC2)=O)=O)=O)OC2CCCC2)=O)C=CC1F [4-(cyclopentyloxy)-2-(2,6-dioxopiperidin-3-yl)-3-oxo-2,3-dihydro-1H-isoindol-5-yl]methyl N-[4-(3,4-difluorophenoxy) phenyl]carbamate